6-bromo-7-(trifluoromethyl)imidazo[1,2-a]pyrimidine-2-carboxylic acid BrC=1C(=NC=2N(C1)C=C(N2)C(=O)O)C(F)(F)F